C1(CC(C(CC1)C(C)C)O)(C)CCCC(=O)O menthol-butyric acid